tert-butyl N-[(1R)-1-(Benzyloxymethyl)-3-oxo-3-[4-[5-(trifluoromethyl)pyrimidin-2-yl]piperazin-1-yl]propyl]carbamate C(C1=CC=CC=C1)OC[C@@H](CC(N1CCN(CC1)C1=NC=C(C=N1)C(F)(F)F)=O)NC(OC(C)(C)C)=O